4-N-morpholinylsulfonylphenylboronic acid B(C1=CC=CC=C1)(O)OS(=O)(=O)N2CCOCC2